CN(C(\C=C\C(=O)NC=1SC=C(N1)C)=O)C N1,N1-dimethyl-N4-(4-methylthiazol-2-yl)fumaramide